phosphinomethyl-tert-butylketone PCC(=O)C(C)(C)C